methyl (S)-2-((R)-1-(1H-pyrazol-1-yl)propan-2-yl)-3-(1,1-dioxidotetrahydro-2H-thiopyran-4-yl)-7-methyl-3,7,8,9-tetrahydro-6H-imidazo[4,5-f]quinoline-6-carboxylate N1(N=CC=C1)C[C@@H](C)C=1N(C=2C(=C3CC[C@@H](N(C3=CC2)C(=O)OC)C)N1)C1CCS(CC1)(=O)=O